FC=1C(=CC2=C(N=C(N2)C=2OC=CC2)C1)NC=1SC(=NN1)C1=C(C=CC=C1)F N-(6-fluoro-2-(2-furyl)-5-benzimidazolyl)-5-(2-fluorophenyl)-1,3,4-thiadiazol-2-amine